4-[2-[[(S)-phenyl-[(3S)-1,2,3,4-tetrahydro-1,5-naphthyridin-3-yl]methyl]amino]ethyl]benzonitrile C1(=CC=CC=C1)[C@H]([C@@H]1CNC2=CC=CN=C2C1)NCCC1=CC=C(C#N)C=C1